ClC1=C(C=CC=C1F)CC(=O)N[C@H](C(=O)O)CCN(CCCCC1=NC=2NCCCC2C=C1)C1CC1 (S)-2-(2-(2-chloro-3-fluorophenyl)acetamido)-4-(cyclopropyl(4-(5,6,7,8-tetrahydro-1,8-naphthyridin-2-yl)butyl)amino)butanoic acid